N-[4-[[7-Morpholino-3-(1,3,4-oxadiazol-2-yl)-1,6-naphthyridin-5-yl]oxy]cyclohexyl]pyrimidin-2-amine O1CCN(CC1)C1=NC(=C2C=C(C=NC2=C1)C=1OC=NN1)OC1CCC(CC1)NC1=NC=CC=N1